methyl-6-(4-(1-(5-chloropyridin-2-yl)-3,3-dimethyl-2,3-dihydro-1H-pyrrolo[3,2-b]pyridine-5-carbonyl)-3,3-dimethylpiperazin-1-yl)-2,4-dimethylnicotinic acid CC=1C(=NC(=C(C(=O)O)C1C)C)N1CC(N(CC1)C(=O)C1=CC=C2C(=N1)C(CN2C2=NC=C(C=C2)Cl)(C)C)(C)C